(S)-tert-butyl 7-(4-((3-(((benzyloxy)carbonyl)amino)-4-methoxy-4-oxobutyl) (3-fluoropropyl)amino) butyl)-3,4-dihydro-1,8-naphthyridine-1(2H)-carboxylate C(C1=CC=CC=C1)OC(=O)N[C@@H](CCN(CCCCC1=CC=C2CCCN(C2=N1)C(=O)OC(C)(C)C)CCCF)C(=O)OC